OC(C)(C)C1=CN=CC(=N1)NS(=O)(=O)C1CC1 N-(6-(2-hydroxy-prop-2-yl)pyrazin-2-yl)cyclopropanesulfonamide